OC(C(=O)C(O)(C[N+](C)(C)C)CC([O-])=O)C(C)C alpha-hydroxyisovaleroyl-carnitine